N-[4-(4-Cyclopropyl-5-methyl-1,3-oxazol-2-yl)phenyl]-3-[(1,1-dioxo-1,4-thiazinan-4-yl)methyl]benzamide C1(CC1)C=1N=C(OC1C)C1=CC=C(C=C1)NC(C1=CC(=CC=C1)CN1CCS(CC1)(=O)=O)=O